C[C@@]1(C(NC[C@@H]1C)=O)[C@H](C)C1=CC=C(C=C1)COC1=NC(=CC(=C1)N1CC(C1)OS(=O)(=O)C1=CC=C(C=C1)C)C 4-Methylbenzenesulfonic acid [1-[2-[[4-[(1R)-1-[(3R,4R)-3,4-dimethyl-2-oxo-pyrrolidin-3-yl] ethyl] phenyl] methoxy]-6-methyl-4-pyridinyl] azetidin-3-yl] ester